5-Amino-1-cyclobutyl-3-[4-[([3-[3-(trifluoromethyl)bicyclo[1.1.1]pentan-1-yl]-1,2-oxazol-5-yl]carbamoyl)methyl]phenyl]pyrazole-4-carboxamide NC1=C(C(=NN1C1CCC1)C1=CC=C(C=C1)CC(NC1=CC(=NO1)C12CC(C1)(C2)C(F)(F)F)=O)C(=O)N